N1(C=NC=C1)CCC1=C(C2=C(N=C(N=C2N)N)N=C1C)C (2-(1H-imidazol-1-yl)ethyl)-5,7-dimethylpyrido[2,3-d]pyrimidine-2,4-diamine